Br[C@@H](C(=O)OC)C1=C(C(=O)OC)C(=CC=C1)Cl |r| rac-Methyl 2-(1-bromo-2-methoxy-2-oxoethyl)-6-chlorobenzoate